N-methyl-4-(5-methyl-3-(trifluoromethyl)-1H-pyrazol-1-yl)aniline CNC1=CC=C(C=C1)N1N=C(C=C1C)C(F)(F)F